C(#N)C1CN(C1)S(=O)(=O)N1C[C@H](CCC1)C(=O)N1[C@H](CCC1)C(=O)NCC1=CC=C(C=C1)C1CC1 1-(((3S)-1-((3-cyano-1-azetidinyl)sulfonyl)-3-piperidinyl)carbonyl)-N-(4-cyclopropylbenzyl)-D-prolinamide